C(C(C)C)(=O)NC=1NC(C=2N=CN([C@H]3C[C@H](OCSC)[C@@H](CO[Si](C)(C)C(C)(C)C)O3)C2N1)=O N2-isobutyryl-3'-O-(methylthiomethyl)-5'-O-(tert-butyldimethylsilyl)-2'-deoxyguanosine